[I-].C(C)OC(=O)C1(CC[NH+](CC1)C)C 4-(ethoxycarbonyl)-1,4-dimethylpiperidin-1-ium iodide